COC1=CC=C(CN2C(C(CCC2=O)N2C(C3=CC=C(C=C3C2)O[C@@H]2CN(C[C@H]2C)C(=O)OC(C)(C)C)=O)=O)C=C1 Tert-butyl (3S,4R)-3-((2-(1-(4-methoxybenzyl)-2,6-dioxopiperidin-3-yl)-1-oxoisoindolin-5-yl)oxy)-4-methylpyrrolidine-1-carboxylate